C(C)(C)(C)OC(=O)NCC(=O)N1CCN(CC1)CCCOC1=CC=C(/C=C/C=2C=C3C(=CC=NC3=CC2)C(=O)OC)C=C1 (E)-methyl 6-(4-(3-(4-(2-(tert-butoxycarbonylamino) acetyl)piperazin-1-yl)propoxy)styryl)quinoline-4-carboxylate